NCCOCCN1CC2(CN(C2)CCOCCNC=2C=C3C(N(C(C3=CC2)=O)C2C(NC(CC2)=O)=O)=O)C1 5-[2-[2-[6-[2-(2-Aminoethoxy)ethyl]-2,6-diazaspiro[3.3]heptan-2-yl]ethoxy]ethylamino]-2-(2,6-dioxo-3-piperidyl)isoindoline-1,3-dione